Cl.NC(C(=O)O)C(=C)C1=C(C(=CC=C1F)C)C amino-3-(6-fluoro-2,3-dimethylphenyl)-3-butenoic acid monohydrochloride